C(#N)C=1C=NC(=NC1)[C@H](C)NC(C(C=1C(NC2=CC=C(C(=C2C1C)C(F)(F)F)F)=O)(F)F)=O N-[(1S)-1-(5-cyanopyrimidin-2-yl)ethyl]-2,2-difluoro-2-[6-fluoro-4-methyl-2-oxo-5-(trifluoromethyl)-1H-quinolin-3-yl]acetamide